4-{2-[4-(benzyloxy)-1-ethyl-3-methyl-1H-pyrazol-5-yl]-5-formyl-1,3-oxazol-4-yl}-N-[(2,4-dimethoxy-phenyl)methyl]-1-methyl-1H-pyrazolo[4,3-c]pyridine-6-carboxamide C(C1=CC=CC=C1)OC=1C(=NN(C1C=1OC(=C(N1)C1=NC(=CC2=C1C=NN2C)C(=O)NCC2=C(C=C(C=C2)OC)OC)C=O)CC)C